Cl.Cl.C(#N)C1=CC=C(C=C1)C1=CC=C2C=C(NC2=C1)C(=O)NC[C@@H](CCCN)N (R)-6-(4-cyanophenyl)-N-(2,5-diaminopentyl)-1H-indole-2-carboxamide dihydrochloride